BrC1=CC=CC(=N1)OCCOC(COC=1C=CC=2N(C1)N=C(N2)C2=C1C=C(N=CC1=C(N=C2)NC)NC(=O)C2CC2)C N-[5-[6-[2-[2-[(6-bromo-2-pyridyl)oxy]ethoxy]propoxy]-[1,2,4]triazolo[1,5-a]pyridin-2-yl]-8-(methylamino)-2,7-naphthyridin-3-yl]cyclopropanecarboxamide